[(3R,3'R)-3'-hydroxy-1,4-dihydro-1'H,2H-spiro[isoquinoline-3,4'-piperidin]-1'-yl][6-methyl-2-(methylamino)-3-pyridinyl]methanone O[C@@H]1CN(CC[C@@]12NCC1=CC=CC=C1C2)C(=O)C=2C(=NC(=CC2)C)NC